N-[(6-Amino-2-pyridyl)sulfonyl]-6-(6-isopropoxy-3-pyridyl)-2-(2-methylpyrrolidin-1-yl)pyridin-3-carboxamid NC1=CC=CC(=N1)S(=O)(=O)NC(=O)C=1C(=NC(=CC1)C=1C=NC(=CC1)OC(C)C)N1C(CCC1)C